C1(=CC=CC=C1)CC(=O)OC[C@H]1O[C@@]([C@@H]2OC(CCCCCCCCCCCCCCC(O[C@@H]21)=O)=O)(C#N)C2=CC=C1C(=NC=NN12)N ((18aR,19R,21R,21aR)-21-(4-aminopyrrolo[2,1-f][1,2,4]triazin-7-yl)-21-cyano-2,17-dioxoicosahydrofuro[3,4-b][1,4]dioxacycloicosin-19-yl)methyl 2-phenylacetate